C(CCCCC=C)NC(=O)C1CCNCC1 N-(hept-6-en-1-yl)piperidine-4-carboxamide